2,3-Diamino-5-bromo-6-fluorobenzoic acid NC1=C(C(=O)O)C(=C(C=C1N)Br)F